C(#N)C1=C(C=C(C=N1)NC(C(CCCCO)(C)O)=O)C(F)(F)F N-[6-cyano-5-(trifluoromethyl)pyridin-3-yl]-2,6-dihydroxy-2-methyl-hexanamide